ClC1=CC(=C(C=C1)C1=NN2C([C@H](N([C@@H](C2)C)C(=O)OC(C)(C)C)C)=C1I)F |&1:11| tert-butyl (4RS,6R)-2-(4-chloro-2-fluorophenyl)-3-iodo-4,6-dimethyl-6,7-dihydropyrazolo[1,5-a]pyrazine-5(4H)-carboxylate